(2R,3S,4S)-4-hydroxy-2-[(4-methoxyphenyl)methyl]pyrrolidin-3-yl 2-(3,3-difluorocyclobutoxy)acetate FC1(CC(C1)OCC(=O)O[C@H]1[C@H](NC[C@@H]1O)CC1=CC=C(C=C1)OC)F